P(=O)([O-])(O)O.[Cl-].[Na+].[Na+] disodium chloride phosphate